C(=O)O.CN1C[C@@H](CCC1)NC1=NN=C(C=2N1N=NC2)C2=C(C=C(C=C2)C(F)(F)F)O 2-(7-{[(3R)-1-methylpiperidin-3-yl]amino}[1,2,3]triazolo[1,5-d][1,2,4]triazin-4-yl)-5-(trifluoromethyl)phenol formate salt